C(C)C1=C(C(=NC(=N1)SC)N)C(=O)OCC=1C(=NC(=NC1)SC)N (4-Amino-2-(methylthio)pyrimidin-5-yl)methanol Ethyl-4-amino-2-(methylthio)pyrimidine-5-carboxylate